N-((3S,4S)-3-((8-((cyclopropylmeth-yl)amino)-6-(2,6-difluoro-3,5-bis(meth-oxy-d3)phenyl)pyrido[3,4-d]pyrimidin-2-yl)amino)tetrahydro-2H-pyran-4-yl)acrylamide C1(CC1)CNC1=NC(=CC2=C1N=C(N=C2)N[C@@H]2COCC[C@@H]2NC(C=C)=O)C2=C(C(=CC(=C2F)OC([2H])([2H])[2H])OC([2H])([2H])[2H])F